BrC=1C=C(C2=C(N=NN2COCC[Si](C)(C)C)C1)C(=O)OC methyl 6-bromo-3-{[2-(trimethylsilyl) ethoxy] methyl}-1,2,3-benzotriazole-4-carboxylate